C(#N)C=1C(=NC=2C(=C(N=NC2Cl)C=2SC=CC2)N1)C#N 2,3-dicyano-5-chloro-8-thienylpyrazino[2,3-D]pyridazine